COC=1C(=NC=CC1C1=NN(C=N1)C)NC1=C(N=NC(=C1)NC1=CC=C2C(=N1)SC=N2)C(=O)NC([2H])([2H])[2H] 4-{[3-Methoxy-4-(1-methyl-1H-1,2,4-triazol-3-yl)pyridin-2-yl]amino}-N-(2H3)methyl-6-({[1,3]thiazolo[5,4-b]pyridin-5-yl}amino)pyridazin-3-carboxamid